ClCC1=NC2=C(N1CC1=CN=CN1CC1CC1)C=C(C=C2)C(=O)OC methyl 2-(chloromethyl)-1-((1-(cyclopropylmethyl)-1H-imidazol-5-yl) methyl)-1H-benzo[d]imidazole-6-carboxylate